N-((1-(1-(4-fluorophenyl)-6-methyl-1H-indazol-5-yl)-3-((2-methyl-2H-1,2,3-triazol-4-yl)sulfonyl)-3-azabicyclo[3.1.0]hexan-6-yl)methyl)acetamide FC1=CC=C(C=C1)N1N=CC2=CC(=C(C=C12)C)C12CN(CC2C1CNC(C)=O)S(=O)(=O)C1=NN(N=C1)C